FC1(CCC2=C1N=C(N=C2C=2C=CC(=C(C2)[S@@](=O)(C)=N)OC)N2[C@H]([C@@H](C2)O)C)F (S)-(5-(7,7-difluoro-2-((2S,3R)-3-hydroxy-2-methylazetidin-1-yl)-6,7-dihydro-5H-cyclopenta[d]pyrimidin-4-yl)-2-methoxyphenyl)(imino)(methyl)-λ6-sulfanone